tert-butyl 1-methyl-6-(tosyloxy)-2-azaspiro[3.3]heptane-2-carboxylate CC1N(CC12CC(C2)OS(=O)(=O)C2=CC=C(C)C=C2)C(=O)OC(C)(C)C